NC(C(=O)OC)C1=CC(=C(C=C1)Cl)OC(F)(F)F methyl 2-amino-2-(4-chloro-3-(trifluoromethoxy)phenyl)acetate